α-L-rhamnopyranosyl-β-hydroxydecanoyl-β-hydroxydecanoate [C@@H]1([C@H](O)[C@H](O)[C@@H](O)[C@@H](O1)C)C(C(=O)[O-])(C(CCCCCCC)O)C(C(CCCCCCCC)O)=O